N-[1-(4-fluorobenzyl)-1H-pyrazol-4-yl]-2-(1H-pyrazol-4-yl)-1,3-thiazole-4-carboxamide FC1=CC=C(CN2N=CC(=C2)NC(=O)C=2N=C(SC2)C=2C=NNC2)C=C1